C(C1=CC=CC=C1)N(C(=S)F)CC#CC1=CC=CC=C1 benzyl-(3-phenylprop-2-yn-1-yl)aminothiocarbonyl fluoride